C(C1=CC=CC=C1)N1[C@H]2C(CC(C1=O)CC2)O |r| (R/S)-2-benzyl-6-hydroxy-2-azabicyclo[2.2.2]octan-3-one